Ethyl Bisulfate S(OCC)(O)(=O)=O